FC1(C[C@H](C(N(C2=C1C=C(C(=C2)C=2OC(=NN2)C(C)(S(=O)(=O)C)C)F)CC2=CC=C(C=C2)C2=CC=C(C=C2)OC)=O)NC(OC(C)(C)C)=O)F tert-butyl N-[(3R)-5,5,7-trifluoro-1-[[4-(4-methoxyphenyl)phenyl]methyl]-8-[5-(1-methyl-1-methylsulfonyl-ethyl)-1,3,4-oxadiazol-2-yl]-2-oxo-3,4-dihydro-1-benzazepin-3-yl]carbamate